N[C@H](C(=O)OCC1=CC=CC=C1)C(CCNC(=O)OC(C)(C)C)(C)C (S)-Benzyl 2-amino-5-((tert-butoxycarbonyl)amino)-3,3-dimethylpentanoate